3-((5-(5-(difluoromethyl)-1,3,4-oxadiazol-2-yl)thiazol-2-yl)methyl)-1H-pyrrolo[2,3-c]pyridin-2-ol FC(C1=NN=C(O1)C1=CN=C(S1)CC1=C(NC2=CN=CC=C21)O)F